[Cl-].C[N+](C)(C)CCOC(C(=C)C)=O N,N,N-trimethyl-2-(2-methyl-1-oxo-2-propenyloxy)ethyl-ammonium chloride